(3,5-Di-t-butylphenyl)boric acid C(C)(C)(C)C=1C=C(C=C(C1)C(C)(C)C)OB(O)O